P(=O)(OC)(OCCC(OCCCCCCCCC)C1=CC=C(C=C1)[N+](=O)[O-])[O-] Methyl (4-nitrophenyl)(3-(nonyloxy)propyl) phosphate